FC1=C(C=C(C=C1)C(F)(F)F)CCC(=O)O 3-(2-fluoro-5-(trifluoromethyl)phenyl)propanoic acid